ethyl 5-oxo-4H-1,2,4-oxadiazole-3-carboxylate O=C1NC(=NO1)C(=O)OCC